FC=1C=C(C=C(C1)F)N1N=C(C2=CC(=CC=C12)N)C 1-(3,5-difluorophenyl)-3-methyl-1H-indazol-5-amine